CN(CCNCCCCCCCCCCC)C N1,N1-dimethyl-N2-undecylethane-1,2-diamine